C(C)OP(=O)(OCC)C1=NC=2CC(N(CC2C=C1)C(=O)OC(C)(C)C)C=C(C)C tert-butyl 2-(diethoxyphosphoryl)-7-(2-methylprop-1-en-1-yl)-7,8-dihydro-1,6-naphthyridin-6(5H)-carboxylate